4-(isopropylamino)-6-(1H-pyrazol-4-yl)-N-(2-(pyrrolidin-2-yl)ethyl)quinoline-3-carboxamide C(C)(C)NC1=C(C=NC2=CC=C(C=C12)C=1C=NNC1)C(=O)NCCC1NCCC1